N-hydroxy-2,3-dihydro-1H-pyrrolo[1,2-a]indole-9-carboximidamide ONC(=N)C1=C2N(C=3C=CC=CC13)CCC2